4-(trifluoromethoxy)iodobenzene C1=CC(=CC=C1OC(F)(F)F)I